C(CCCC(=O)OC1=CC=C(C=C1)C(=O)OC1=CC(=C(C=C1)OC(C1=CC=C(C=C1)OC(CCCC(OCCOC(C=C)=O)=O)=O)=O)C)(=O)OCCOC(C=C)=O O5-[4-[3-methyl-4-[4-[5-oxo-5-(2-prop-2-enoyloxyethoxy)pentanoyl]oxybenzoyl]oxy-phenoxy]carbonylphenyl] O1-(2-prop-2-enoyloxyethyl) pentanedioate